6-Bromo-2-chloro-3-fluoropyridine-4-carbaldehyde BrC1=CC(=C(C(=N1)Cl)F)C=O